6-amino-N-[(3R)-7-[(3R,4S)-3-amino-4-methoxypyrrolidin-1-yl]-3,4-dihydro-2H-1-benzopyran-3-yl]-2-methylthieno[2,3-d][1,3]thiazole-5-carboxamide NC1=C(SC=2N=C(SC21)C)C(=O)N[C@H]2COC1=C(C2)C=CC(=C1)N1C[C@H]([C@H](C1)OC)N